ClC1=CC(=C(C=C1)C1(OC2=C(O1)C=CC=C2C2=CC(=C(CC1=NC3=C(N1CC1(CC1)CC#N)C=C(C=C3)C(=O)O)C(=C2)F)F)C)F 2-(4-(2-(4-chloro-2-fluorophenyl)-2-methylbenzo[d][1,3]dioxol-4-yl)-2,6-difluorobenzyl)-1-((1-(cyanomethyl)cyclopropyl)methyl)-1H-benzo[d]imidazole-6-carboxylic acid